C1(=CC=C(C=C1)N1C(NCC1)=O)C 1-(p-tolyl)imidazolidin-2-one